[(E)-cinnamyl] methyl carbonate C(OC\C=C\C1=CC=CC=C1)(OC)=O